FC1(OC2=C(O1)C=CC(=C2)/C=C/C(=O)N2CCN(CC2)C2COC2)F (E)-3-(2,2-difluorobenzo[d][1,3]dioxol-5-yl)-1-(4-(oxetan-3-yl)piperazin-1-yl)prop-2-en-1-one